4-(2-propen-1-yl)thioxanthone C(C=C)C1=CC=CC=2C(C3=CC=CC=C3SC12)=O